C(C)(C)OC(=O)C1=C(C(=C(N1C(C)(C)C)C(=O)OC(C)C)C(=O)OC(C)C)C(=O)OC(C)C tetraisopropyl-1-(tert-butyl)-1H-pyrrole-2,3,4,5-tetracarboxylic acid